2-methyl-4-((3-nitrophenyl)thio)butan-2-ol ethyl-1-((2-(trimethylsilyl)ethoxy)methyl)-7-vinyl-1H-indole-2-carboxylate C(C)C1=C(N(C2=C(C=CC=C12)C=C)COCC[Si](C)(C)C)C(=O)OC(C)(CCSC1=CC(=CC=C1)[N+](=O)[O-])C